2-Fluoro-N-methoxy-N-methyl-acetamide FCC(=O)N(C)OC